CC1(CC1)NC(O[C@H]1CO[C@@H](C1)C=1C=NC(=NC1)NC1=C(C=C(C=C1)S(=O)(=O)NC(=O)OC(C)(C)C)F)=O (3R,5S)-5-[2-({4-[(tert-butoxycarbonyl)aminosulfonyl]-2-fluorophenyl}amino)pyrimidin-5-yl]oxolan-3-yl N-(1-methylcyclopropyl)carbamate